8-phenyl-[1,2,4]triazolo[1,5-a]pyridin-2-amine C1(=CC=CC=C1)C=1C=2N(C=CC1)N=C(N2)N